4-(1-(7,8-dichloro-4-(1H-imidazol-1-yl)quinolin-2-yl)pyrrolidin-2-yl)but-2-ynoic acid ClC1=CC=C2C(=CC(=NC2=C1Cl)N1C(CCC1)CC#CC(=O)O)N1C=NC=C1